FC=1C=C(C2=C(N(C(N2)=S)C2=NN=NN2C)C1)OC 6-fluoro-4-methoxy-1-(1-methyl-1H-tetrazol-5-yl)-1,3-dihydro-2H-benzo[d]imidazole-2-thione